2-(6-bromo-8-fluoro-1-oxo-4-prop-2-ylphthalazin-2-yl)-N-(5-fluoropyrimidin-4-yl)acetamide BrC=1C=C2C(=NN(C(C2=C(C1)F)=O)CC(=O)NC1=NC=NC=C1F)C(C)C